COC=1C=C2C(=CN1)NC=C2NC(C(=O)O)=O 2-((5-methoxy-1H-pyrrolo[2,3-c]pyridin-3-yl)amino)-2-oxoacetic acid